N2-[7-bromo-2-(4-methoxyphenyl)[1,2,4]triazolo[1,5-c]quinazolin-5-yl]-N-[2-(4-methylpiperazin-1-yl)ethyl]-D-alaninamide BrC1=CC=CC=2C=3N(C(=NC12)N[C@H](C)C(=O)NCCN1CCN(CC1)C)N=C(N3)C3=CC=C(C=C3)OC